(7S)-3-[2-(4-Cyanopiperidin-1-yl)ethyl]-7-methyl-2-[2-(1H-pyrazol-1-yl)ethyl]-3H,6H,7H,8H,9H-imidazo[4,5-f]chinolin C(#N)C1CCN(CC1)CCN1C(=NC2=C3CC[C@@H](NC3=CC=C21)C)CCN2N=CC=C2